perbromic acid, perbromate salt Br(=O)(=O)(=O)O.Br(=O)(=O)(=O)O